FC1=C(OC2=CC3=C(N(N=N3)C)C=C2)C=CC(=C1C)[N+](=O)[O-] 5-(2-fluoro-3-methyl-4-nitrophenoxy)-1-methyl-1H-benzo[d][1,2,3]triazole